C(CCCCCCCCCCCCCCCCCCCCCCCCCCCCCCCCCC)(=O)OC methyl pentatriacontanate